(2-(4'-cyano-2'-(1-(2-methyl-6-morpholinopyrimidin-4-yl)vinyl)-[1,1'-bi-Benzene]-4-yl)ethyl)carbamic acid tert-butyl ester C(C)(C)(C)OC(NCCC1=CC=C(C=C1)C1=C(C=C(C=C1)C#N)C(=C)C1=NC(=NC(=C1)N1CCOCC1)C)=O